COC1=CC=C(CN(S(=O)(=O)[C@H](C)CCC[N+](=O)[O-])CC2=CC=C(C=C2)OC)C=C1 (R)-N,N-BIS(4-METHOXYBENZYL)-5-NITROPENTANE-2-SULFONAMIDE